BrC1=C(C(=O)C2=CC(=C(C=C2C)NC(C)=O)C)C=CC=C1 N-(4-(2-bromobenzoyl)-2,5-dimethylphenyl)acetamide